FCCF 1,2-Difluoroethane